C(C)(C)(C)OC(NC1CC2=CC=C(C=C2C1)Br)=O tert-butyl(5-bromo-2,3-dihydro-1H-inden-2-yl)carbamate